(1s,2s)-N-(6-(3-chloro-2-methylphenyl)imidazo[1,2-a]pyridin-2-yl)-2-fluorocyclopropane-1-carboxamide ClC=1C(=C(C=CC1)C=1C=CC=2N(C1)C=C(N2)NC(=O)[C@H]2[C@H](C2)F)C